2-{3-[2-(2-{[(tert-butoxy)carbonyl]amino}-ethoxy)ethoxy]propoxy}acetic acid C(C)(C)(C)OC(=O)NCCOCCOCCCOCC(=O)O